ClC=1C=C(C=NC1)CN1CC2=C(CC1)C(=CS2)C(=O)NC2=CC(=CC=C2)C(F)(F)F 6-((5-chloropyridin-3-yl)methyl)-N-(3-(trifluoromethyl)phenyl)-4,5,6,7-tetrahydrothieno[2,3-c]pyridine-3-carboxamide